FC1=C(OC2=C(C(=O)N)C=CC=N2)C=CC(=C1)CC(NC=1SC(=NN1)C1=CC=NC=C1)=O 2-(2-fluoro-4-(2-oxo-2-((5-(pyridin-4-yl)-1,3,4-thiadiazol-2-yl)amino)ethyl)phenoxy)nicotinamide